(2R)-2-amino-3-(4-bromophenyl)propionic acid N[C@@H](C(=O)O)CC1=CC=C(C=C1)Br